C(C)C1(NC(CC(C1)OCCCOC1OCCCC1)(CC)CC)CC 2,2,6,6-tetraethyl-4-(3-((tetrahydro-2H-pyran-2-yl)oxy)propoxy)piperidin